disodium diphenylphosphinobenzoic acid C1(=CC=CC=C1)P(C1=CC=CC=C1)C1=C(C(=O)O)C=CC=C1.[Na].[Na]